C(C)(C)(C)N1C[C@@H]([C@H](C1)C1=CC=CC=C1)C(=O)NC1=CC(=CC=C1)OC1=CC=C(C=C1)C#N tert-Butyl-(3R,4S)-N-[3-(4-cyanophenoxy)phenyl]-4-phenylpyrrolidine-3-carboxamide